3-[(8aS)-10-Acryloyl-6-chloro-8,8a,9,10,11,12-hexahydropyrazino[2',1':3,4][1,4]oxazepino[5,6,7-de]quinazolin-5-yl]benzenesulfonamide C(C=C)(=O)N1C[C@H]2COC=3C4=C(N=CN=C4C=C(C3Cl)C=3C=C(C=CC3)S(=O)(=O)N)N2CC1